O1C(=CC=C1)C1=NN2C(N=C(C=C2)NCC2=NC=CC=C2C)=C1C#N 2-(2-furyl)-5-[(3-methyl-2-pyridyl)methylamino]pyrazolo[1,5-a]pyrimidine-3-carbonitrile